N-[[[[3-[[(1,1-dimethylethoxy)carbonyl]amino]propoxy]carbonyl]oxy]methyl]-N,N,α-trimethyl-10H-phenothiazin-10-ethanaminium chloride [Cl-].CC(C)(OC(=O)NCCCOC(=O)OC[N+](C(CN1C2=CC=CC=C2SC=2C=CC=CC12)C)(C)C)C